C[C@@H]1C2=C(C=CC(=C2)F)C(=O)N(CC3=NN(C(=C3C4=CC(=C(N=C4)N)O1)C#N)C)C The molecule is a cyclic ether that is 16,17-dihydro-2H-8,4-(metheno)pyrazolo[4,3-h][2,5,11]benzoxadiazacyclotetradecin-15(10H)-one substituted by methyl groups at positions 2 and 10R, and by cyano, amino and fluoro groups at positions 3, 7 and 12 respectively. It is a small molecule inhibitor of ALK and ROS1 kinase developed by Pfizer for the treatment of ALK-positive non-small cell lung cancer. It has a role as an antineoplastic agent and an EC 2.7.10.1 (receptor protein-tyrosine kinase) inhibitor. It is a member of pyrazoles, a member of monofluorobenzenes, an aromatic ether, a nitrile, a member of benzamides, an azamacrocycle, an aminopyridine, a cyclic ether and an organic heterotetracyclic compound.